C(C(C)C)C1=CC=C(C=C1)C(CNC1=CC=C(C=C1)C=C)C 2-(4-isobutylphenyl)-N-(4-vinylphenyl)propylamine